C(C)(C)(C)OC(=O)N[C@@]1(CN(CC1)C1=C(C(=NC=C1C(=O)O)Cl)C1=CC(=CC(=C1)F)F)C (S)-4-(3-((tert-Butoxycarbonyl)amino)-3-methylpyrrolidin-1-yl)-6-chloro-5-(3,5-difluorophenyl)nicotinic acid